cyclopropyl-4-iodo-pyrazole C1(CC1)C1=NNC=C1I